Cl.NC(C(=O)N1CCN(CC1)C(=O)NC1=NC(N(C=C1)C=1C=C2CCN(CC2=CC1)C1CCC(CC1)N)=O)(C)C 4-(2-amino-2-methylpropanoyl)-N-(1-(2-(4-aminocyclohexyl)-1,2,3,4-tetrahydroisoquinolin-6-yl)-2-oxo-1,2-dihydropyrimidin-4-yl)piperazine-1-carboxamide hydrochloride